4-(2-fluoro-6-methoxyphenyl)-2-(6-(cis-hexahydropyrrolo[3,2-b]pyrrol-1(2H)-yl)-4-methylpyridin-2-yl)-2,3-dihydro-1H-pyrrolo[3,4-c]pyridin-1-one FC1=C(C(=CC=C1)OC)C1=NC=CC2=C1CN(C2=O)C2=NC(=CC(=C2)C)N2[C@@H]1[C@H](CC2)NCC1